5-((2R,4S)-2-(2,5-difluorophenyl)-4-fluoropyrrolidin-1-yl)-N-(4-(4-(2-hydroxyacetyl)piperazin-1-yl)phenyl)pyrazolo[1,5-a]pyrimidine-3-carboxamide FC1=C(C=C(C=C1)F)[C@@H]1N(C[C@H](C1)F)C1=NC=2N(C=C1)N=CC2C(=O)NC2=CC=C(C=C2)N2CCN(CC2)C(CO)=O